C(C)(C)[C@]1(O)[C@H](O)[C@@H](O)[C@H](O)[C@H](O1)C(=O)O isopropyl-β-D-glucopyranuronic acid